2,2-dichloro-3-(4-chloro-3,5-difluorophenyl)-N-[4-fluoro-3-[[(3,3,3-trifluoro-1-oxopropyl)amino]methyl]phenyl]Cyclopropanecarboxamide ClC1(C(C1C1=CC(=C(C(=C1)F)Cl)F)C(=O)NC1=CC(=C(C=C1)F)CNC(CC(F)(F)F)=O)Cl